Cyclopentadienyl-ethyl-(dicarbonyl)ruthenium C1(C=CC=C1)CC[Ru](=C=O)=C=O